BrCCOC1=CC=C(C=O)C=C1 4-(2-Bromoethoxy)benzaldehyde